FCCNC1=C(C#N)C=C(C=C1)C=1OC(=NN1)C=1C=C2C=NNC2=CC1 2-[(2-fluoroethyl)amino]-5-[5-(1H-indazol-5-yl)-1,3,4-oxadiazol-2-yl]benzonitrile